N[C@@H](CC#N)C |r| racemic-3-aminobutyronitrile